NC=1C2=C(N=CN1)N(C=C2C=2SC=C(N2)CC2=CC=CC=C2)[C@H]2[C@@H]([C@@H]([C@H](C2)C2CNCCC2)O)O (1R,2S,3R,5R)-3-[4-Amino-5-(4-benzyl-1,3-thiazol-2-yl)pyrrolo[2,3-d]pyrimidin-7-yl]-5-(piperidin-3-yl)cyclopentane-1,2-diol